FC1=C(C=CC(=C1)F)C1=CC(=NC=2[C@@H]3CC[C@H](C12)O3)C(=O)N (5R,8S)-4-(2,4-difluorophenyl)-5,6,7,8-tetrahydro-5,8-epoxyquinoline-2-carboxamide